benzo[d]imidazo[1,2-a]imidazole N1=CCN2C1=NC1=C2C=CC=C1